1-{1-(cyclopentylmethyl)-5-[(2,5-difluorobenzyl)oxy]-1H-pyrazol-3-yl}-N-methylmethanamine C1(CCCC1)CN1N=C(C=C1OCC1=C(C=CC(=C1)F)F)CNC